N1N=CC=C1C(=O)N pyrazol-5-carboxamid